7-[5-chloranyl-2-[3-[2-methyl-4,6-bis(oxidanylidene)-7,8-dihydro-5H-quinazolin-3-yl]prop-1-ynyl]phenyl]thieno[3,2-b]pyridine-3-carboxylic acid ClC=1C=CC(=C(C1)C1=C2C(=NC=C1)C(=CS2)C(=O)O)C#CCN2C(=NC=1CCC(CC1C2=O)=O)C